1-(2,5-dioxo-2,5-dihydro-1H-pyrrol-1-yl)-2,12-dioxo-6,9-dioxa-3,13-diazapentadecane O=C1N(C(C=C1)=O)CC(NCCOCCOCCC(NCC)=O)=O